N-Nitroso-3-azabicyclo[3.3.0]octane N(=O)N1CC2CCCC2C1